tert-butyl {4-[(3,5-difluoro-4-hydroxybenzamido)methyl] bicyclo[2.2.2]octan-1-yl}carbamate FC=1C=C(C(=O)NCC23CCC(CC2)(CC3)NC(OC(C)(C)C)=O)C=C(C1O)F